OCCCN(C(OC(C)(C)C)=O)CCC1=CC=C(C=C1)OC1=CC=CC=C1 tert-butyl (3-hydroxypropyl)(4-phenoxyphenethyl)carbamate